BrC1=CC=C(C=2NC(=NC21)CCO)C(=O)O 4-bromo-2-(2-hydroxyethyl)-1H-benzo[d]imidazole-7-carboxylic acid